1-amino-4-bromo-3-fluoro-2-(2-methoxy-2-oxoethyl)pyridin-1-ium 2,4,6-trimethylbenzenesulfonate CC1=C(C(=CC(=C1)C)C)S(=O)(=O)[O-].N[N+]1=C(C(=C(C=C1)Br)F)CC(=O)OC